FC1=C(C=CC=C1)N1C(=C2C(N(N=CC2=C1C)C1=CC=CC=C1)=O)C 6-(2-fluorophenyl)-5,7-dimethyl-2-phenyl-2,6-dihydro-1H-pyrrolo[3,4-d]pyridazin-1-one